OC1=C(C=C(C=C1C(CC(C)(C)C)(C)C)C(C1=CC=CC=C1)(C)C)N1N=C2C(=N1)C=CC=C2 2-[2'-hydroxy-3'-(1,1,3,3-tetramethylbutyl)-5'-(alpha,alpha-dimethylbenzyl)phenyl]Benzotriazole